ClC=1C=C(NC2(CCC3(C(=CC4=CC=CC=C34)CC(COC3=CC=NC=4CCC[C@H](C34)C)CF)CC2)C(=O)O)C=CC1 (1R,4R)-4-(3-Chloroanilino)-2'-[2-(fluoromethyl)-3-{[(5R)-5-methyl-5,6,7,8-tetrahydroquinolin-4-yl]oxy}propyl]spiro[cyclohexane-1,1'-indene]-4-carboxylic acid